C(CCCCC)C(CCO)CCCCCCCC 3-Hexylundecan-1-ol